tert-butyl N-[(2S)-4-(difluoromethoxy)-1-hydroxybutan-2-yl]carbamate FC(OCC[C@@H](CO)NC(OC(C)(C)C)=O)F